3-(2-(2-((trans-4-(2-((2S,3S)-1-methyl-5-oxo-2-(pyridin-3-yl)pyrrolidine-3-carboxamido)ethoxy)cyclohexyl)oxy)ethoxy)ethoxy)propanoic acid CN1[C@@H]([C@H](CC1=O)C(=O)NCCO[C@@H]1CC[C@H](CC1)OCCOCCOCCC(=O)O)C=1C=NC=CC1